CC1(OB(OC1(C)C)C=1C=CC2=C(N=C(S2)C2CC(N(CC2)C)(C)C)C1)C 5-(4,4,5,5-tetramethyl-1,3,2-dioxaborolan-2-yl)-2-(1,2,2-trimethylpiperidin-4-yl)benzo[d]thiazole